ClC1=C(C=CC=C1)C=1N=C(SC1)N([NH3+])C 2-(4-(2-chlorophenyl)thiazol-2-yl)-2-methylhydrazinium